CC1=C(CNC(C2=CC=CC=C2)C2=CC=CC=C2)C=CC=C1 N-(2-methylbenzyl)-1,1-diphenyl-methylamine